[N+](#[C-])NC(=O)OCC isocyanourethane